C1(CCCCC1)NCC=1C=C(C=2N(C1)C=CN2)C(=O)NC2=CC(=CC=C2)C2(COC2)CC2=NN=CN2C 6-((cyclohexylamino)methyl)-N-(3-(3-((4-methyl-4H-1,2,4-triazol-3-yl)methyl)oxetan-3-yl)phenyl)imidazo[1,2-a]pyridine-8-carboxamide